O=C1CNCC2N1CCN(C2)C(=O)[O-] 6-oxohexahydro-1H-pyrazino[1,2-a]pyrazine-2(6H)-carboxylate